3-isocyanato-2,5-dimethylthiophene N(=C=O)C1=C(SC(=C1)C)C